BrC1=CC=C(C=C1)N1C[C@@H](N(CC1)CCC#N)CO (R)-3-(4-(4-bromophenyl)-2-(hydroxymethyl)piperazin-1-yl)propionitrile